4-isopropoxyphenylphenylalanine C(C)(C)OC1=CC=C(C=C1)N[C@@H](CC1=CC=CC=C1)C(=O)O